bis(β-Hydroxyethyl) Ether OCCOCCO